4-chloro-1-tosyl-1H-pyrrolo[2,3-b]pyridine ClC1=C2C(=NC=C1)N(C=C2)S(=O)(=O)C2=CC=C(C)C=C2